C12C(C(O1)O2)=CCC\C(\C)=C\CC\C(\C)=C\CC\C=C(/C)\CC\C=C(/C)\CCC=C(C)C di-epoxysqualene